C(C=C)(=O)N1CC(C1)(F)CN1C2=C(N(C(C1=O)=O)C1=C(C=CC=C1C(C)C)C(C)C)N=C(C(=C2)Cl)C2=C(C(=CC=C2O)F)F 1-((1-acryloyl-3-fluoroazetidin-3-yl)methyl)-7-chloro-6-(2,3-difluoro-6-hydroxyphenyl)-4-(2,6-diisopropylphenyl)-1,4-dihydropyrido[2,3-b]pyrazine-2,3-dione